5-methoxy-2-(methylthio)pyridine COC=1C=CC(=NC1)SC